(Z)-4-(2,3-di(t-butoxycarbonyl)guanidino)benzoic acid C(C)(C)(C)OC(=O)\N=C(\NC1=CC=C(C(=O)O)C=C1)/NC(=O)OC(C)(C)C